SCCCOC1=C(C=C(C=C1)C1=CC(=C(C=C1)OCCCS)CCCS)CCCS 4,4'-bis(3-mercaptopropoxy)-3,3'-bis(3-mercaptopropyl)biphenyl